1-(4-(2-cyanoprop-2-yl)benzyl)-5-propyl-1H-imidazole-4-carboxamide C(#N)C(C)(C)C1=CC=C(CN2C=NC(=C2CCC)C(=O)N)C=C1